3-[3-[4-chloro-2-(trifluoromethyl)phenyl]-1,2,4-oxadiazol-5-yl]azetidine-1-carboxylic acid tert-butyl ester C(C)(C)(C)OC(=O)N1CC(C1)C1=NC(=NO1)C1=C(C=C(C=C1)Cl)C(F)(F)F